5-(dimethylphosphoryl)-2-hydroxybenzoamide CP(=O)(C)C=1C=CC(=C(C(=O)N)C1)O